COC1=C(C=CC(=C1)C)C1=CC=2N(C=C1)N=C(C2)NC(=O)C2CC2 N-[5-(2-methoxy-4-methyl-phenyl)pyrazolo[1,5-a]pyridin-2-yl]cyclopropanecarboxamide